C1(CC1)S(=O)(=O)NC1=NC=CC(=N1)C(C(=O)NC1=CC=C(C=C1)C=1C=NC=NC1)(C)C 2-(2-(cyclopropanesulfonamido)pyrimidin-4-yl)-2-methyl-N-(4-(pyrimidin-5-yl)phenyl)propanamide